4-(carboxyoxy)-methylcyclohexane-1-carboxylic acid C(=O)(O)OC1CCC(CC1)(C(=O)O)C